4-(tert-butyl-dimethyl-siloxy)n-butyraldehyde C(C)(C)(C)[Si](OCCCC=O)(C)C